CC1(CCCC1)C=O 1-Methylcyclopentane-1-carboxaldehyde